ClC1=C2C(N(C(C2=CC=C1N1CCN(CC1)C1=CC=C(C=C1)N1N=C(C(=C1)C=1C=C2CCC(C2=CC1)=O)C1=CC=NC=C1)=O)C1C(NC(CC1)=O)=O)=O 4-chloro-2-(2,6-dioxopiperidin-3-yl)-5-(4-(4-(4-(1-oxo-2,3-dihydro-1H-inden-5-yl)-3-(pyridin-4-yl)-1H-pyrazol-1-yl)phenyl)piperazin-1-yl)isoindoline-1,3-dione